C(CCC)[Si](CCC)CCC butyl-dipropyl-silicon